[N+]=1(CCCC1)[O-] 3,4-dihydro-2H-pyrrole N-oxide